CN1N=CC=2C(=NC=CC21)NCC2=CC=C(C=C2)S(=O)(=O)N 4-(((1-Methyl-1H-pyrazolo[4,3-c]pyridin-4-yl)amino)methyl)benzenesulfonamide